C(C=CC)(=O)Br butenoyl bromide